N2-(3-(methylsulfonamido)phenyl)-N4-(3-(trifluoromethoxy)phenyl)thiophene-2,4-dicarboxamide CS(=O)(=O)NC=1C=C(C=CC1)NC(=O)C=1SC=C(C1)C(=O)NC1=CC(=CC=C1)OC(F)(F)F